FC1=C(C(=CC=C1)O)C1=CC=C(C=C1)S(=O)(=O)N 2'-fluoro-6'-hydroxy-[1,1'-biphenyl]-4-sulfonamide